[NH4+].C(C=C)(=O)NC(CS(=O)(=O)[O-])CCCCCCCCCCCCCC 2-acrylamidohexadecanesulfonic acid ammonium salt